FC1=C(C(=CC=C1)OC)C(C)O 1-(2-fluoro-6-methoxyphenyl)ethanol